C(C)N1N=CC2=CC(=CC=C12)COC1=CC=CC(=N1)C1CCN(CC1)CC1=NC2=C(N1C[C@H]1OCC1)C=C(C=C2)C(=O)[O-] (S)-2-((4-(6-((1-ethyl-1H-indazol-5-yl)methoxy)pyridin-2-yl)piperidin-1-yl) Methyl)-1-(oxetan-2-ylmethyl)-1H-benzo[d]imidazole-6-carboxylate